manganese silicon phosphorus iron [Fe].[P].[Si].[Mn]